4-[1-(4-fluorophenyl)-4-hydroxy-2-(1-methyl-1-oxazol-5-yl-ethyl)indol-3-yl]benzoic acid FC1=CC=C(C=C1)N1C(=C(C2=C(C=CC=C12)O)C1=CC=C(C(=O)O)C=C1)C(C)(C1=CN=CO1)C